tert-butyl (2R,4S)-4-carbamoyl-2-[2,3-dichloro-6-(methoxymethoxy)phenyl]pyrrolidine-1-carboxylate C(N)(=O)[C@H]1C[C@@H](N(C1)C(=O)OC(C)(C)C)C1=C(C(=CC=C1OCOC)Cl)Cl